ethoxy-1-methoxyethane C(C)OC(C)OC